FC1(COCCC1C(N1C[C@@H]2[C@H](C1)CC(C2)NC=2N=NC(=CC2)C2=C(C(=CC(=C2)F)F)F)([2H])[2H])F (3aR,5s,6aS)-2-((3,3-difluorotetrahydro-2H-pyran-4-yl)methyl-d2)-N-(6-(2,3,5-trifluorophenyl)pyridazin-3-yl)octahydrocyclopenta[c]pyrrol-5-amine